CC=1C=C(C=C(C1)C)C=1C=C2C=CNC2=CC1 5-(3,5-dimethylphenyl)indole